ClC=1C=C(C=C(C1)NS(=O)(=O)C)NC(C1=CC(=CC=C1)N1N=C(C=C1)C#N)=O N-(3-chloro-5-(methylsulfonamido)phenyl)-3-(3-cyano-1H-pyrazol-1-yl)benzamide